butyl 4-[2-(2,6-dioxo-3-piperidyl)-1,3-dioxo-isoindolin-5-yl]Piperazine-1-carboxylate O=C1NC(CCC1N1C(C2=CC=C(C=C2C1=O)N1CCN(CC1)C(=O)OCCCC)=O)=O